C(C#C)OCCOCCOC1CN(C1)CCOCCOC=1C=C(OC2=CC=C(C=N2)C(=O)OC)C=CC1 methyl 6-[3-[2-[2-[3-[2-(2-prop-2-ynoxyethoxy) ethoxy]azetidin-1-yl]ethoxy] ethoxy]phenoxy]pyridine-3-carboxylate